C1(CC1)CCCC1=C(C=C(C=C1)C(F)(F)F)SC 1-cyclopropyl-3-(2-methylthio-4-trifluoromethylphenyl)propane